C(C)(=O)NC1=NC=CC(=C1)C1=C(N=C(N1)SC)C=1C=CC(=C(C1)NC(C1=C(C=CC=C1F)F)=O)F N-(5-(5-(2-acetamidopyridin-4-yl)-2-(methylthio)-1H-imidazol-4-yl)-2-fluorophenyl)-2,6-difluorobenzamide